ClC1=NC=CC(=N1)C1OC2=C(N1C)C=CC=C2 (2-chloropyrimidin-4-yl)-3-methylbenzo[d]oxazole